CC1=CC=C(CN2C(=CC(C=3C(NC=C(C23)C)=O)C2=C(C=C(C=C2)C#N)OC)C)C=C1 4-methylbenzyl-4-(4-cyano-2-methoxyphenyl)-2,8-dimethyl-5-oxo-1,4,5,6-tetrahydro-1,6-naphthyridine